IC=1SC=C(N1)C(F)(F)F 2-iodo-4-(trifluoromethyl)thiazole